Tert-butyl 4-(4-chloro-3-fluorophenyl)-3,3-difluoropiperidine-1-carboxylate ClC1=C(C=C(C=C1)C1C(CN(CC1)C(=O)OC(C)(C)C)(F)F)F